(3S)-N-[3-(2-[[(2R)-1-hydroxypropan-2-yl]amino]-6-[(1R,6S)-3-oxabicyclo[4.1.0]heptan-6-yl]pyridin-4-yl)-4-methylphenyl]-3-(2,2,2-trifluoroethyl)pyrrolidine-1-carboxamide OC[C@@H](C)NC1=NC(=CC(=C1)C=1C=C(C=CC1C)NC(=O)N1C[C@@H](CC1)CC(F)(F)F)[C@]12CCOC[C@@H]2C1